C(C1=CC=CC=C1)SC(=S)SCCC(=O)O 3-[[(benzylthio)thiocarbonyl]thio]propionic acid